FC=1C=C2C=3CCN(C(C3NC2=CC1)C1=CC=C(C=C1)C)C(=O)OCC1=CC=CC=C1 phenylmethyl 6-fluoro-1-(4-methylphenyl)-1,3,4,9-tetrahydro-2H-β-carboline-2-carboxylate